BrC1=CC(C(O[C@H](C(=O)O)C)C=C1)=CC1CC1 (2S)-2-[4-bromo-2-(cyclopropylmethylene)phenoxy]propionic acid